N1C=NC=CC=C1 [1,3]diazepin